IC1=NNC=2C=C3C(=CC12)C1=C(CC=C3)N=C(N=C1)C 11-iodo-3-methyl-5,9-dihydropyrimido[4',5':6,7]cyclohepta[1,2-f]indazole